N,N,N',N',N''-pentakis-methoxymethyl-[1,3,5]triazine-2,4,6-triamine COCN(C1=NC(=NC(=N1)N(COC)COC)NCOC)COC